BrC=1C(=C(SC1)C(CC(F)(F)F)=O)F 1-(4-bromo-3-fluorothiophen-2-yl)-3,3,3-trifluoropropan-1-one